[Zr].B1C(COO1)C1=CC=C(C=C1)NC(C=C)=O N-(4-(4,5-dioxaborolan-2-yl)phenyl)acrylamide zirconium